BrC1=CC=C(C=2N1N=CC2)OCC2CCC(CC2)(F)F 7-bromo-4-((4,4-difluorocyclohexyl)methoxy)pyrazolo[1,5-a]pyridine